1-((1-(5-(1-(tetrahydro-2H-pyran-2-yl)-1H-pyrazol-4-yl)pyrimidin-2-yl)piperidin-4-yl)Methyl)pyrrolidin-2-one O1C(CCCC1)N1N=CC(=C1)C=1C=NC(=NC1)N1CCC(CC1)CN1C(CCC1)=O